ClC1=NC(=C(C(=N1)N1C[C@@H](N(CC1)C(=O)[O-])CC#N)[N+](=O)[O-])CC1(CCC2=C(C=CC=C12)Cl)C(=O)OC (2S)-4-(2-chloro-6-((4-chloro-1-(methoxycarbonyl)-2,3-dihydro-1H-Inden-1-yl)methyl)-5-nitropyrimidin-4-yl)-2-(cyanomethyl)piperazine-1-carboxylate